Cl.CC1=NC(=NO1)CN (5-methyl-1,2,4-oxadiazol-3-yl)methylamine HCl